C(C)(C)N(CCC1=CNC2=CC=C(C=C12)OC(C)=O)C acetic acid 3-(2-(isopropyl (methyl) amino) ethyl)-1H-indol-5-yl ester